N1(CC=CC=C1)C1=NC=CC=C1 1,2'-bipyridine